FC(C=1OC(=NN1)C1=CC=C(C=C1)CN1N=NC(=C1)C1=CC(=C(C=C1)F)N1[C@@H]2CN([C@H](C1)C2)C)F 2-(difluoromethyl)-5-(4-((4-(4-fluoro-3-((1S,4S)-5-methyl-2,5-diazabicyclo[2.2.1]heptan-2-yl)phenyl)-1H-1,2,3-triazol-1-yl)methyl)phenyl)-1,3,4-oxadiazole